acetic acid magnesium acetate C(C)(=O)[O-].[Mg+2].C(C)(=O)O.C(C)(=O)[O-]